5-[[(3S)-1-[2-oxo-2-[(2S)-2-cyanopyrrolidin-1-yl]ethyl]pyrrolidin-3-yl]amino]quinoline-3-carbonitrile O=C(CN1C[C@H](CC1)NC1=C2C=C(C=NC2=CC=C1)C#N)N1[C@@H](CCC1)C#N